aminodihydrophthalazinedione sodium salt [Na].NN1C(C2=CC=CC=C2C(N1)=O)=O